FC(C1=CNC2=NC=C(C=C21)C=2C=C1C=CN=CC1=C(C2)C2NCCC2)(F)F 6-(3-(trifluoromethyl)-1H-pyrrolo[2,3-b]pyridin-5-yl)-8-(pyrrolidin-2-yl)isoquinoline